N1CC(C1)CN1C(C(NC2=CC(=C(C=C12)Cl)C1=CC(=CC2=CC=CC=C12)O)=O)=O 1-(azetidin-3-ylmethyl)-7-chloro-6-(3-hydroxynaphthalen-1-yl)quinoxaline-2,3(1H,4H)-dione